CC1(C(C(CC(C1)C)C)C#N)C 2,2,4,6-tetramethylcyclohexanecarbonitrile